(2-(6-(8-(cyclopropylmethyl)-8-aza-bicyclo[3.2.1]oct-3-yl)-5-methylpyridin-3-ylamino)-5-methylpyrimidin-4-ylamino)benzo[d]oxazol-2(3H)-one C1(CC1)CN1C2CC(CC1CC2)C2=C(C=C(C=N2)NC2=NC=C(C(=N2)NN2C(OC1=C2C=CC=C1)=O)C)C